2,5-dibutylhexane C(CCC)C(C)CCC(C)CCCC